CC(C(=O)N)(C)NC(=O)C1=C(OC2=CN=C(C=C21)OCC2=C(N=CS2)C)C 2-methyl-2-({2-methyl-5-[(4-methyl-1,3-thiazol-5-yl)methoxy]furo[2,3-c]pyridin-3-yl}formamido)propanamide